FC(S(=O)(=O)C=1C=NC(=NC1)N1[C@H](CN[C@@H](C1)C)C)F 5-difluoromethanesulfonyl-2-[(2S,5R)-2,5-dimethylpiperazin-1-yl]pyrimidine